N,N-diethyl-2,6-dihydroxy-5'-methyl-4-pentyl-2'-(prop-1-en-2-yl)-1',2',3',4'-tetrahydro-[1,1'-biphenyl]-3-carboxamide C(C)N(C(=O)C=1C(=C(C(=CC1CCCCC)O)C1C(CCC(=C1)C)C(=C)C)O)CC